4-[[4-[[3-(2,4-dimethyl-1,3-thiazol-5-yl)-6-oxopyridazin-1-yl]methyl]piperidin-1-yl]methyl]benzonitrile CC=1SC(=C(N1)C)C1=NN(C(C=C1)=O)CC1CCN(CC1)CC1=CC=C(C#N)C=C1